C/C(/C(/C=C/C)=O)=C(/C(C)C)\C (2E,5Z)-5,6,7-TRIMETHYL-2,5-OCTADIEN-4-ONE